ClC1=C(C(=C(C=C1OC)OC)Cl)N1C(N(C2=NC(=NC=C2C1)NC1=CC=CC=C1)C1CCN(CC1)C(\C=C\CN(C)C)=O)=O (E)-3-(2,6-dichloro-3,5-dimethoxyphenyl)-1-(1-(4-(dimethylamino)but-2-enoyl)piperidin-4-yl)-7-(phenylamino)-3,4-dihydropyrimido[4,5-d]pyrimidin-2(1H)-one